methyl (R)-2-((tert-butoxycarbonyl)amino)-5-hydroxypentanoate C(C)(C)(C)OC(=O)N[C@@H](C(=O)OC)CCCO